3-(5-((2-(methylamino)cyclohexyl)oxy)-1-oxoisoindolin-2-yl)piperidine-2,6-dione CNC1C(CCCC1)OC=1C=C2CN(C(C2=CC1)=O)C1C(NC(CC1)=O)=O